ClC1=CC=C(CN2C=3N(C4=C(C2=O)CN(CC4)CC4=CC(=CC=C4)C#N)N=CC3)C=C1 4-(4-chlorobenzyl)-7-(3-cyanobenzyl)-6,7,8,9-tetrahydropyrazolo[1,5-a]pyrido[3,4-e]pyrimidin-5(4H)-one